BrC1=CC=2C3=C(NC2C=C1)C(=CC=N3)C3=CC=CC=C3 8-bromo-4-phenyl-5H-pyrido[3,2-b]indole